4-(3,3-dimethyl-1-pyrrolidinyl)-6,7-dimethyl-2-((2S)-2-(1-methyl-1H-pyrazol-4-yl)-4-morpholinyl)pteridine CC1(CN(CC1)C1=NC(=NC2=NC(=C(N=C12)C)C)N1C[C@@H](OCC1)C=1C=NN(C1)C)C